octacosyl taurate NCCS(=O)(=O)OCCCCCCCCCCCCCCCCCCCCCCCCCCCC